C(C)(C)(C)OC(=O)C=1C=C(C=CC1OC)C1=NOC2C1CC(C2)C(=O)OC methyl 3-(3-(tert-butoxycarbonyl)-4-methoxyphenyl)-3a,5,6,6a-tetrahydro-4H-cyclopenta[d]isoxazole-5-carboxylate